Ethyl-(N',N-dimethylamino)propylcarbodiimide hydrochloride Cl.C(C)N=C=NCCCN(C)C